NC=1N=CC(=NC1C(=O)O[C@@H](C(=O)NC1=CC=C(C=C1)F)C1=CC=CC=C1)C=1C=NN(C1)C1CCN(CC1)C1CC2(C1)CCN(CC2)C(=O)OC(C)(C)C Tert-butyl (R)-2-(4-(4-(5-amino-6-((2-((4-fluorophenyl)amino)-2-oxo-1-phenylethoxy)carbonyl)pyrazin-2-yl)-1H-pyrazol-1-yl)piperidin-1-yl)-7-azaspiro[3.5]nonane-7-carboxylate